C1(CC1)NC(C(C(C[C@H]1C(NCC1)=O)NC(=O)[C@@H]1CC2(CC2)CCN1C(=O)C1=NOC(=N1)C1=CC=CC=C1)=O)=O N-cyclopropyl-2-oxo-4-[(3S)-2-oxopyrrolidin-3-yl]-3-{[(5S)-6-(5-phenyl-1,2,4-oxadiazole-3-carbonyl)-6-azaspiro[2.5]octan-5-yl]formamido}butanamide